NC1=C(C2=C(C=C(C=C2C=C1S(=O)(=O)O)S(=O)(=O)O)O)OCCCCS(=O)(=O)O 2-amino-1-(4-sulfobutoxy)-8-hydroxy-naphthalene-3,6-disulfonic acid